3-(4-(3-(difluoromethyl)-7-methyldibenzo[b,f][1,4]oxazepin-11-yl)piperazin-1-yl)-2,2-dimethylpropionic acid FC(C1=CC2=C(C(=NC3=C(O2)C=C(C=C3)C)N3CCN(CC3)CC(C(=O)O)(C)C)C=C1)F